C(C1=CC=CC=C1)OC1=NSC(=C1C1CC1)C(=O)NC=1C=NC(=C(C1)C#N)N1N=CC=N1 3-(benzyloxy)-N-(5-cyano-6-(2H-1,2,3-triazol-2-yl)pyridin-3-yl)-4-cyclopropyl-isothiazole-5-carboxamide